NC1=CC=C(C=C1)C1=CC=C(N([SeH])[SeH])C=C1 4-(4-aminophenyl)diselenylaniline